Heptan-2-yl (S)-5-fluoro-3-((R)-5-isopropyl-3-(isoquinolin-1-yl)-4,5-dihydroisoxazole-5-carboxamido)-4-oxopentanoate FCC([C@H](CC(=O)OC(C)CCCCC)NC(=O)[C@@]1(CC(=NO1)C1=NC=CC2=CC=CC=C12)C(C)C)=O